CN1N=CC(=C1)C=1C=C(C=2N(C1)N=CC2)O[C@H]2C[C@H](CC2)NC(C#CC)=O N-((1S,3R)-3-((6-(1-methyl-1H-pyrazol-4-yl)pyrazolo[1,5-a]pyridin-4-yl)oxy)cyclopentyl)but-2-ynamide